C(#N)C=1C=C2C(=C(C(N(C2=CC1O[C@@H]1COCC1)C)=O)C(=O)N)N1CCC(CC1)(C=1OC2=C(N1)C=C(C=C2)C)C 6-cyano-1-methyl-4-[4-methyl-4-(5-methyl-1,3-benzoxazol-2-yl)piperidin-1-yl]-2-oxo-7-{[(3S)-oxolan-3-yl]oxy}-1,2-dihydroquinoline-3-carboxamide